C1(CC1)C1=NNC(=N1)C1CC2(CN(C2)C(=O)N2CC3(C2)CC(C3)CC3=C(C=C(C#N)C=C3)F)C1 4-[[2-[6-(3-cyclopropyl-1H-1,2,4-triazol-5-yl)-2-azaspiro[3.3]heptane-2-carbonyl]-2-azaspiro[3.3]heptan-6-yl]methyl]-3-fluoro-benzonitrile